NC=1C(=C(C=C2C=C(N=CC12)NC(=O)[C@H]1[C@@H]([C@@H]1C=1C=NN(C1)C)C)C=1C=NC=CC1C)F (1s,2r,3s)-N-(8-amino-7-fluoro-6-(4-methylpyridin-3-yl)isoquinolin-3-yl)-2-methyl-3-(1-methyl-1H-pyrazol-4-yl)cyclopropanecarboxamide